ClC=1C(=C(C(=CC1)N1N=NN=C1)C=1C=CC(=[N+](C1)[O-])C(C[C@@H]1OCCCC1)N1N=CC(=C1)C1=CC=C(C=C1)NC(=O)OC)F |o1:21| 5-(3-Chloro-2-fluoro-6-(1H-tetrazol-1-yl)phenyl)-2-(1-(4-(4-(methoxycarbonylamino)phenyl)-1H-pyrazol-1-yl)-2-((R*)-tetrahydro-2H-pyran-2-yl)ethyl)pyridine 1-oxide